C(C)(C)(C)OC(=O)N1[C@H](C[C@@]2(CC1)OCCC1=C2SC(=C1)Cl)C.ClC1=CC=CC(=N1)OCC1=C(C=C(C=C1)C(=O)C1CC1)F (4-(((6-chloropyridin-2-yl)oxy)methyl)-3-fluorophenyl)(cyclopropyl)methanone tert-butyl-(2'S,7R)-2-chloro-2'-methyl-spiro[4,5-dihydrothieno[2,3-c]pyran-7,4'-piperidine]-1'-carboxylate